(2R,3S,4R,5R)-5-((bis(4-methoxyphenyl)(phenyl)methoxy)methyl)-2-(2,4-dioxo-3,4-dihydropyrimidin-1(2H)-yl)-4-hydroxytetrahydrofuran-3-yl acetate C(C)(=O)O[C@@H]1[C@@H](O[C@@H]([C@H]1O)COC(C1=CC=CC=C1)(C1=CC=C(C=C1)OC)C1=CC=C(C=C1)OC)N1C(NC(C=C1)=O)=O